CN1CC(C1)(S(=O)(=O)C1=CC=C(C=C1)C1=C(C=C(C=C1)C1=NO[C@H](C1)C(=O)N)F)C (5R)-3-[4'-(1,3-Dimethylazetidine-3-sulfonyl)-2-fluoro[1,1'-biphenyl]-4-yl]-4,5-dihydro-1,2-oxazole-5-carboxamide